1-(3-(3-(5-carboxy-5-methylhexyl)phenyl)propyl)cyclopropane-1-carboxylic acid C(=O)(O)C(CCCCC=1C=C(C=CC1)CCCC1(CC1)C(=O)O)(C)C